(S)-tert-butyl (1,4-dihydroxybutan-2-yl)carbamate OC[C@H](CCO)NC(OC(C)(C)C)=O